C(C)(=O)C=1C(=CC(=C(C1)C1=NC=C(C2=C1C(=NO2)N)C=2C=NN(C2)C(=O)NCC(=O)O)F)N (4-(4-(5-acetyl-4-amino-2-fluorophenyl)-3-aminoisoxazolo[4,5-c]pyridin-7-yl)-1H-pyrazole-1-carbonyl)glycine